(R)-3-((4-((3-(3-(2-fluoroacrylamido)benzamido)benzyl)amino)-8-isopropylpyrazolo[1,5-a][1,3,5]triazin-2-yl)oxy)Piperidine-1-carboxylic acid tert-butyl ester C(C)(C)(C)OC(=O)N1C[C@@H](CCC1)OC1=NC=2N(C(=N1)NCC1=CC(=CC=C1)NC(C1=CC(=CC=C1)NC(C(=C)F)=O)=O)N=CC2C(C)C